C(CCC)N(CCOB1OCCC(O1)C)CCCC 2-(beta-dibutylaminoethoxy)-4-methyl-1,3,2-dioxaborinane